(R)-1-(7-bromo-6,8-difluoro-2-(((2R,7aS)-2-fluorotetrahydro-1H-pyrrolizin-7a(5H)-yl)methoxy)quinazolin-4-yl)-3-methylpiperidin-3-ol BrC1=C(C=C2C(=NC(=NC2=C1F)OC[C@]12CCCN2C[C@@H](C1)F)N1C[C@@](CCC1)(O)C)F